N,N-bis(3-methoxybenzyl)-4-((oxetan-3-ylmethoxy)methyl)thiazol-2-amine COC=1C=C(CN(C=2SC=C(N2)COCC2COC2)CC2=CC(=CC=C2)OC)C=CC1